(S,E)-N7-(1-(2-(bicyclo[1.1.1]pentan-1-ylamino)-2-oxoethyl)-2-oxo-1,2-dihydropyridin-3-yl)-N1-cyclopentyl-6-(3-ethylbenzofuran-2-carboxamido)hept-2-enediamide C12(CC(C1)C2)NC(CN2C(C(=CC=C2)NC([C@H](CC/C=C/C(=O)NC2CCCC2)NC(=O)C=2OC1=C(C2CC)C=CC=C1)=O)=O)=O